N1N=CC(=C1)C1=CC=C(C=C1)NC1=NC(=NC=C1)C1=CC=C2C=C(N(C2=C1)C)C(=O)N1CC(C1)(F)F [6-[4-[[4-(1H-pyrazol-4-yl)phenyl]amino]pyrimidin-2-yl]-1-methyl-1H-indole-2-yl](3,3-difluoroazetidin-1-yl)methanone